1-Bromo-2-(2,2,2-trifluoroethyl)-4-(trifluoromethyl)benzene BrC1=C(C=C(C=C1)C(F)(F)F)CC(F)(F)F